N-[4-fluoro-5-[1-(2-methylpropyl)-3,6-dihydro-2H-pyridin-4-yl]-2-[(3R,5S)-3,4,5-trimethylpiperazin-1-yl]phenyl]-6-oxo-4-(trifluoromethyl)-1H-pyridine-3-carboxamide FC1=CC(=C(C=C1C=1CCN(CC1)CC(C)C)NC(=O)C1=CNC(C=C1C(F)(F)F)=O)N1C[C@H](N([C@H](C1)C)C)C